[1-ethyl-3-(trifluoromethyl)pyrazol-4-yl]boronic acid C(C)N1N=C(C(=C1)B(O)O)C(F)(F)F